2-hydroxy-6,7-dimethyl-1,4-naphthoquinone OC=1C(C2=CC(=C(C=C2C(C1)=O)C)C)=O